dioxovalerate O=C(C(C(=O)[O-])=O)CC